CC1(C[C@@H](CNC1)NC(OC(C)(C)C)=O)C tert-butyl N-[(3S)-5,5-dimethyl-3-piperidyl]carbamate